6-benzoyl-2'-deoxyadenosine C(C1=CC=CC=C1)(=O)C1(C2=NCN([C@H]3C[C@H](O)[C@@H](CO)O3)C2=NC=N1)N